ClC=1C=CC2=C(N=C(O2)[C@@H]2NC[C@H](CC2)NC(COC2=CC(=C(C=C2)Cl)F)=O)C1 (2R,5S)-2-(5-Chloro-1,3-benzoxazol-2-yl)-5-[2-(4-chloro-3-fluorophenoxy)acetamido]piperidin